C1=CC=CC=2C3=CC=CC=C3C(C12)COC(NCC(NCOCCCC(=O)OCC1=CC=CC=C1)=O)=O benzyl 1-(9H-fluoren-9-yl)-3,6-dioxo-2,9-dioxa-4,7-diazadodecane-12-carboxylate